9-[[4-(3-cyanophenyl)-5-(2,6-dimethyl-4-pyridinyl)thiazol-2-yl]carbamoyl]-4-oxa-1,9-diazaspiro[5.5]undecane-1-carboxylic acid tert-butyl ester C(C)(C)(C)OC(=O)N1CCOCC12CCN(CC2)C(NC=2SC(=C(N2)C2=CC(=CC=C2)C#N)C2=CC(=NC(=C2)C)C)=O